C(#N)C=1C=C(C=NC1NC(C=C)=O)C=1C=NC=C(C1)C(C(NC=1SC(=CN1)C(F)(F)F)=O)C N-(5-cyano-5'-(1-oxo-1-((5-(trifluoromethyl)thiazol-2-yl)amino)propan-2-yl)[3,3'-bipyridin]-6-yl)acrylamide